CC1=C(C(=O)OC=2N=C(C3=CC(=NC=C3C2)Cl)Cl)C=CC=C1 (1,7-dichloro-2,6-naphthyridin-3-yl) methylbenzoate